CC1CN(CC(N1C(=O)N1CCCC1)C)C(=O)OC(C)(C)C tert-butyl 3,5-dimethyl-4-(pyrrolidine-1-carbonyl)piperazine-1-carboxylate